CNC1=NC2=C(C=C(N=C2C=C1)N)C N2,8-dimethyl-1,5-naphthyridine-2,6-diamine